COC=1C=C(C=CC1)N1C(=C2C(N(N=CC2=C1C)C1=NC=C(C=C1)OC)=O)C 6-(3-Methoxyphenyl)-2-(5-methoxypyridin-2-yl)-5,7-dimethyl-2,6-dihydro-1H-pyrrolo[3,4-d]pyridazin-1-one